8-(methylamino)-4-oxo-N-[1-[6-[(3R)-3-(cyclobutylmethylamino)-1-piperidyl]pyridazin-3-yl]ethyl]pyrido[1,2-a]pyrimidine-2-carboxamide CNC1=CC=2N(C(C=C(N2)C(=O)NC(C)C=2N=NC(=CC2)N2C[C@@H](CCC2)NCC2CCC2)=O)C=C1